6-bromo-7-(((3R,5R)-1-methyl-5-(4-(2-(4-(methylamino)piperidin-1-yl)-2-oxoethoxy)phenyl)piperidin-3-yl)amino)-5H-thiazolo[3,2-a]pyrimidin-5-one BrC1=C(N=C2N(C1=O)C=CS2)N[C@H]2CN(C[C@H](C2)C2=CC=C(C=C2)OCC(=O)N2CCC(CC2)NC)C